2-(1-methyl-1H-pyrazol-4-yl)-N-(piperidin-4-yl)-N-(propan-2-yl)-1,3-thiazole-4-carboxamide CN1N=CC(=C1)C=1SC=C(N1)C(=O)N(C(C)C)C1CCNCC1